3-(4-(((1-(4-((9-cyclopentyl-8-(phenylamino)-9H-purin-2-yl)amino)phenyl)piperidin-4-yl)(methyl)amino)methyl)-2-fluorophenyl)piperidine-2,6-dione C1(CCCC1)N1C2=NC(=NC=C2N=C1NC1=CC=CC=C1)NC1=CC=C(C=C1)N1CCC(CC1)N(C)CC1=CC(=C(C=C1)C1C(NC(CC1)=O)=O)F